ClC1=C(C(=CC(=C1)F)Cl)NC=1N(C2=NC(=NC=C2N1)NCC(CO)(F)F)C1CCC(CC1)C(=O)N (1s,4s)-4-(8-(2,6-dichloro-4-fluorophenylamino)-2-(2,2-difluoro-3-hydroxypropylamino)-9H-purin-9-yl)cyclohexanecarboxamide